C12CN(CC(CC1)N2)C=2C=CC(=C(C(=O)N[C@H](C)C1=CC(=CC(=C1)C=1C=NN(C1)COC)C1=NN(C=C1)CC)C2)C 5-(3,8-diazabicyclo[3.2.1]octan-3-yl)-N-((R)-1-(3-(1-ethyl-1H-pyrazol-3-yl)-5-(1-(methoxymethyl)-1H-pyrazol-4-yl)phenyl)ethyl)-2-methylbenzamide